1-(1-([1,1'-biphenyl]-4-yl)ethyl)-4-chloro-1H-pyrazole C1(=CC=C(C=C1)C(C)N1N=CC(=C1)Cl)C1=CC=CC=C1